acryloyloxyoctyl-methyl-dimethoxysilane C(C=C)(=O)OCCCCCCCC[Si](OC)(OC)C